C(C1=CC=CC=C1)OC=1C=C(CC2(CC2)OC(=O)N[C@H](C(=O)N[C@H](C(S(=O)(=O)[O-])O)C[C@H]2C(NCC2)=O)CC(C)C)C=CC1.[Na+] sodium (2S)-2-((S)-2-(((1-(3-(benzyloxy) benzyl) cyclopropoxy)carbonyl)amino)-4-methylpentanamido)-1-hydroxy-3-((S)-2-oxopyrrolidin-3-yl)propane-1-sulfonate